OC(CCOC1=CC=C2C=C(C(=CC2=C1)O)C=1N=NC(=CC1)N(C1CC(NC(C1)(C)C)(C)C)C)(C)C 7-(3-hydroxy-3-methylbutoxy)-3-(6-(methyl(2,2,6,6-tetramethylpiperidin-4-yl)amino)pyridazin-3-yl)naphthalen-2-ol